N-(4-amino-3-(trifluoromethyl)phenyl)acrylamide methyl-(S)-3-(6-(3-chlorophenyl)-3,4-dihydro-2H-benzo[b][1,4]oxazin-2-yl)propanoate COC(CC[C@H]1CNC2=C(O1)C=CC(=C2)C2=CC(=CC=C2)Cl)=O.NC2=C(C=C(C=C2)NC(C=C)=O)C(F)(F)F